butyl-(5S)-5-({2-[4-(butoxycarbonyl) phenyl] ethyl} [2-(2-hydroxyphenyl) ethyl] amino)-5,6,7,8-tetrahydroquinoline-2-carboxylate C(CCC)OC(=O)C1=NC=2CCC[C@@H](C2C=C1)N(CCC1=C(C=CC=C1)O)CCC1=CC=C(C=C1)C(=O)OCCCC